COC1=CC=C(C=C1)C(=O)NS N-4-methoxybenzenecarbonyl-sulfenamide